4-(3-(2-((3-nitrophenyl)amino)pyrimidin-4-yl)phenyl)piperazine-1-carboxylic acid tert-butyl ester C(C)(C)(C)OC(=O)N1CCN(CC1)C1=CC(=CC=C1)C1=NC(=NC=C1)NC1=CC(=CC=C1)[N+](=O)[O-]